C(C)(C)(C)OC(=O)N1C[C@@H]2C[C@H]([C@H](C1)O2)C(=O)O |o1:9,11,12| rel-(1S,5R,6R)-3-(tert-butyloxycarbonyl)-8-oxa-3-azabicyclo[3.2.1]Octane-6-carboxylic acid